C(C1=CC=CC=C1)[C@](C(=O)NC=1C=NC2=C(C=CC=C2C1)F)(CC(F)(F)F)C (S)-2-benzyl-4,4,4-trifluoro-N-(8-fluoro-3-quinolinyl)-2-methyl-butyramide